C(C)(C)(C)OC(=O)N1[C@@H]2[C@@H]([C@@H](C[C@H]1CCC2)NC=2N=NC(=CC2)Cl)F |r| (±)-(1S,2R,3R,5R)-3-((6-chloropyridazin-3-yl)amino)-2-fluoro-9-azabicyclo[3.3.1]Nonane-9-carboxylic acid tert-butyl ester